O[C@H]1CN(C[C@@H]1O)C1=C(C=C2C(C(=CN(C2=N1)C1=C(C=C(C=C1F)F)F)C(=O)N[C@H](C(F)(F)F)CC)=O)F 7-[(3S,4S)-3,4-dihydroxypyrrolidin-1-yl]-6-fluoro-4-oxo-N-[(2S)-1,1,1-trifluorobut-2-yl]-1-(2,4,6-trifluorophenyl)-1,4-dihydro-1,8-naphthyridine-3-carboxamide